NC1=C2C(=NC=N1)N(N=C2C2=CC=C(C=C2)OC2=CC=CC=C2)[C@H]2CN(CCC2)C(CCCCCCCSC2=C1C(N(C(C1=CC(=C2)F)=O)C2C(NC(CC2)=O)=O)=O)=O 4-((8-((R)-3-(4-amino-3-(4-phenoxyphenyl)-1H-pyrazolo[3,4-d]pyrimidin-1-yl)piperidin-1-yl)-8-oxooctyl)thio)-2-(2,6-dioxopiperidin-3-yl)-6-fluoroisoindoline-1,3-dione